C(C(C)C)C1=CC=C(C=C1)C1=NOC(=N1)C1=CC=C(CN2CC(C2)C(=O)O)C=C1 1-(4-(3-(4-isobutylphenyl)-1,2,4-oxadiazol-5-yl)benzyl)azetidine-3-carboxylic acid